5-(4-Bromo-2-fluorophenylamino)-imidazo[1,5-a]pyridine-6-carboxylic acid (2-hydroxyethoxy)-amide OCCONC(=O)C=1C=CC=2N(C1NC1=C(C=C(C=C1)Br)F)C=NC2